NCCCN1CCN(CC1)CCCN N,N'-Bis(amino-propyl)piperazin